ClC1=CC=C(C(=N1)N1N=C(C=C1C)C#N)[C@@H]1OC[C@H](C1)F 1-[6-chloro-3-[(2R,4S)-4-fluorotetrahydrofuran-2-yl]-2-pyridyl]-5-methyl-pyrazole-3-carbonitrile